ClC=1C=C(OC2=C3C=NNC3=C(C=C2)S(=O)(=O)C)C=CC1Cl 4-(3,4-Dichlorophenoxy)-7-methanesulfonyl-1H-indazole